2-(3,4-Difluoro-phenyl)-N-(2,4-dimethyl-6-morpholin-4-yl-pyridin-3-yl)-acetamide FC=1C=C(C=CC1F)CC(=O)NC=1C(=NC(=CC1C)N1CCOCC1)C